C[C@@H]1COC[C@H](N1CC1CCN(CC1)C1=C(C=CC=C1F)NS(=O)(=O)C1=CC=C(C=C1)S(=O)(=O)C)C trans-N-(2-(4-((3,5-dimethylmorpholino)methyl)piperidin-1-yl)-3-fluorophenyl)-4-(methylsulfonyl)benzenesulfonamide